(E)-5-chloro-3-((1-hydroxy-2-methylprop-ylimino)methyl)benzene-1,2-diol ClC1=CC(=C(C(=C1)O)O)/C=N/C(C(C)C)O